ClC=1C=C(C=CC1OCC1CC1)C1=CC(=CN=N1)C(=O)NCC=1C(=NC=CC1)N1CC(OCC1)C 6-[3-chloro-4-(cyclopropylmethoxy)phenyl]-N-[[2-(2-methylmorpholin-4-yl)-3-pyridyl]methyl]pyridazine-4-carboxamide